ClC1=NC2=CC=CC(=C2C=C1)C(C)=O 2-chloro-5-acetylquinoline